FC1=CC=2C(C3=CC(=C(C=C3OC2C=C1OCOCCOC)OCOCCOC)F)=O 2,7-Difluoro-3,6-bis((2-methoxyethoxy)methoxy)-9H-xanthen-9-one